3-(5-(Difluoromethyl)-1,3,4-thiadiazol-2-yl)-8-fluoro-N-(1-methylcyclopropyl)imidazo[1,5-a]pyridine-6-sulfonamide FC(C1=NN=C(S1)C1=NC=C2N1C=C(C=C2F)S(=O)(=O)NC2(CC2)C)F